FC1(CCC=2N(C1)N=C(C2C2=C1C(=NC(=N2)C)N(N=C1)COCC[Si](C)(C)C)C1=CC=C(C=C1)F)F 4-(6,6-Difluoro-2-(4-fluorophenyl)-4,5,6,7-tetrahydropyrazolo[1,5-a]pyridin-3-yl)-6-methyl-1-((2-(trimethylsilyl)ethoxy)methyl)-1H-pyrazolo[3,4-d]pyrimidine